1H-indole-3-carbonitrile N1C=C(C2=CC=CC=C12)C#N